tert-butyl 3-hydroxy-1-oxa-8-azaspiro[4.5]decane-8-carboxylate OC1COC2(C1)CCN(CC2)C(=O)OC(C)(C)C